CC1NCC(N(C1)C)C 2,4,5-trimethylpiperazine